C(C)(C)(C)OC(=O)N(C1=C(C=C(C(=O)OC)C=C1)OC)CC#CC=1N(C2=CC=CC(=C2C1)N[C@H]1[C@H](CN(CC1)C)F)CC(F)(F)F methyl 4-((tert-butoxycarbonyl)(3-(4-(((3S,4R)-3-fluoro-1-methylpiperidin-4-yl)amino)-1-(2,2,2-trifluoroethyl)-1H-indol-2-yl)prop-2-yn-1-yl)amino)-3-methoxybenzoate